ClC1=CC(=C(C=C1)[C@@]1(OC2=C(O1)C=CC=C2C2CCN(CC2)CC2=C(C=C(N=N2)/C(/N)=N/O)C)C)F (Z)-6-({4-[(2S)-2-(4-chloro-2-fluorophenyl)-2-methyl-1,3-benzodioxol-4-yl]piperidin-1-yl}methyl)-N'-hydroxy-5-methylpyridazine-3-carboximidamide